2-(2,3-dichloro-4-(2-methylenebutanoyl)phenoxy)-N-(1H-indol-4-yl)acetamide ClC1=C(OCC(=O)NC2=C3C=CNC3=CC=C2)C=CC(=C1Cl)C(C(CC)=C)=O